acetoxyethane C(C)(=O)OCC